(Z)-N-(4-((4-(5-methoxypyridin-2-yl)-4-styrylpiperidin-1-yl)methyl)phenyl)acetamide COC=1C=CC(=NC1)C1(CCN(CC1)CC1=CC=C(C=C1)NC(C)=O)\C=C/C1=CC=CC=C1